N-iso-Butyl-5-(pyrimidin-5-yl)-4-(trifluoromethyl)-1H-benzo[d]imidazole-1-carboxamide C(C(C)C)NC(=O)N1C=NC2=C1C=CC(=C2C(F)(F)F)C=2C=NC=NC2